2-(((6-chloropyrimidin-4-yl)amino)methyl)-N,N-dimethyl-imidazo[1,2-a]pyridin-6-amine ClC1=CC(=NC=N1)NCC=1N=C2N(C=C(C=C2)N(C)C)C1